(S)-N-(4-Cyano-3-(trifluoromethyl)phenyl)-3-(3-fluoro-1H-pyrazol-1-yl)-2-hydroxy-2-methylpropanamide C(#N)C1=C(C=C(C=C1)NC([C@@](CN1N=C(C=C1)F)(C)O)=O)C(F)(F)F